2-oxo-1,2-dihydro-1,6-naphthyridin O=C1NC2=CC=NC=C2C=C1